4-(6-(1-(difluoromethyl)-1H-pyrazol-4-yl)imidazo[1,2-a]pyridin-3-yl)-N-(6-(4-methylpiperazin-1-yl)pyridin-3-yl)pyrimidin-2-amine FC(N1N=CC(=C1)C=1C=CC=2N(C1)C(=CN2)C2=NC(=NC=C2)NC=2C=NC(=CC2)N2CCN(CC2)C)F